CC1C(=O)OCCC1 monomethyl-valerolactone